2,6-difluoronitrosyl-benzene tert-butyl-4-(7-(3-chloro-4-fluorophenyl)-5-(pyridin-2-yl)-7H-pyrrolo[2,3-d]pyrimidin-4-yl)piperazine-1-carboxylate C(C)(C)(C)OC(=O)N1CCN(CC1)C=1C2=C(N=CN1)N(C=C2C2=NC=CC=C2)C2=CC(=C(C=C2)F)Cl.FC2=C(C(=CC=C2)F)N=O